((3R,4R)-3-fluoro-4-hydroxypyrrolidin-1-yl)methanone methanesulfonate CS(=O)(=O)O.F[C@@H]1CN(C[C@H]1O)C=O